2H-pyrazolo[4,3-b]pyridin-5-amine N=1NC=C2N=C(C=CC21)N